CNC(C(=O)O)C N-methylaminopropionic acid